C1(CCCC1)CNC(=O)C=1C=C(C(=NC1)C)NC(=O)C=1C=C2C(=NC1)NC(=C2)C=2C=NN(C2)C N-(5-((cyclopentylmethyl)carbamoyl)-2-methylpyridin-3-yl)-2-(1-methyl-1H-pyrazol-4-yl)-1H-pyrrolo[2,3-b]pyridine-5-carboxamide